Tert-butyl N-(3-{[(1R,2S)-2-fluorocyclopropyl]carbamoyl}-6-{4-[3-(hydroxymethyl)bicyclo[1.1.1]pentan-1-yl]-2,3-dihydroindol-1-yl}imidazo[1,2-b]pyridazin-8-yl)-N-methylcarbamate F[C@@H]1[C@@H](C1)NC(=O)C1=CN=C2N1N=C(C=C2N(C(OC(C)(C)C)=O)C)N2CCC1=C(C=CC=C21)C21CC(C2)(C1)CO